S(=O)(=O)(ON1[C@@H]2CC[C@H](N(C1=O)C2)C(NCCC2CCOCC2)=N)O (2S,5R)-7-Oxo-2-(N-(2-(tetrahydro-2H-pyran-4-yl) ethyl) carbamimidoyl)-1,6-diazabicyclo[3.2.1]octan-6-yl hydrogen sulfate